6-[(2R)-2-amino-3-methoxypropyl]-2-chloro-N-[(furan-2-yl)methyl]-7-methylthieno[3,2-d]pyrimidin-4-amine N[C@H](CC1=C(C=2N=C(N=C(C2S1)NCC=1OC=CC1)Cl)C)COC